CNC(=O)CCC=1C=CC(=NC1)C(=O)N 5-[2-(methylcarbamoyl)ethyl]pyridine-2-carboxamide